Cl.C[C@@]1(CNCCC1)O (R)-3-methylpiperidin-3-ol hydrochloride